ClC1=C(C=2N(C=C1)C=NC2CNCC=2N=NN(C2)CC=2N=C1N(C=C(C=C1N1C=NN=C1)C1CC1)C2)F 1-(7-chloro-8-fluoroimidazo[1,5-a]pyridin-1-yl)-N-((1-((6-cyclopropyl-8-(4H-1,2,4-triazol-4-yl)imidazo[1,2-a]pyridin-2-yl)methyl)-1H-1,2,3-triazol-4-yl)methyl)methanamine